ClC1=C(C=CC=C1)NC(C1=CC=C(C=C1)NC1=NC(=NC=C1F)NC1=CC=C(C=C1)C(NC1CCN(CC1)CCN1CCN(CC1)C1=CC=C(C=C1)C1C(NC(CC1)=O)=O)=O)=O N-(2-chlorophenyl)-4-((2-((4-((1-(2-(4-(4-(2,6-dioxopiperidin-3-yl)phenyl)piperazin-1-yl)ethyl)piperidin-4-yl)carbamoyl)phenyl)amino)-5-fluoropyrimidin-4-yl)amino)benzamide